CC=1N=C2N(N=C(C=C2C)C2=CC3=CN(N=C3C(=C2)F)C2C3CN(CC23)C(=O)OC(C)(C)C)C1 tert-butyl 6-[5-(2,8-dimethylimidazo[1,2-b]pyridazin-6-yl)-7-fluoro-indazol-2-yl]-3-azabicyclo[3.1.0]hexane-3-carboxylate